3-chloro-5-fluoro-N-[(1S)-2-hydroxy-1-{3-[3-(trifluoromethyl)phenyl]-1,2,4-oxadiazol-5-yl}ethyl]benzamide ClC=1C=C(C(=O)N[C@@H](CO)C2=NC(=NO2)C2=CC(=CC=C2)C(F)(F)F)C=C(C1)F